1-bromo-2,4,5-trimethyl-3,6-dinitrobenzene BrC1=C(C(=C(C(=C1[N+](=O)[O-])C)C)[N+](=O)[O-])C